2-cyclopropyl-7-methylpyrazolo[1,5-a]pyridine-3-carboxylic acid ethyl ester C(C)OC(=O)C=1C(=NN2C1C=CC=C2C)C2CC2